indole-1-carboxylate N1(C=CC2=CC=CC=C12)C(=O)[O-]